N-allyl-5-bromo-6-methyl-2-(methylthio)pyrimidine-4-carboxamide C(C=C)NC(=O)C1=NC(=NC(=C1Br)C)SC